(5aSR,8aRS)-4-methylhexahydro-1H-furo[3,4-e][1,4]diazepine CN1CCN[C@@H]2[C@H](C1)COC2 |r|